C(#N)C=1C(=C(C=CC1)C1=CC(=NC=C1C(=O)NC=1SC2=NC(=CC=C2N1)C1=CC=C(C=C1)C#N)C)OC 4-(3-cyano-2-methoxyphenyl)-N-(5-(4-cyanophenyl)thiazolo[5,4-b]pyridin-2-yl)-6-methylnicotinamide